OC=1C=C(C=NC1)C=1C=NN(C1)C1CCN(CC1)C(=O)OC(C)(C)C tert-butyl 4-[4-(5-hydroxypyridin-3-yl)-1H-pyrazol-1-yl]piperidine-1-carboxylate